N-(5-((2-(2-azabicyclo[2.2.2]octan-2-yl)ethyl)carbamoyl)-2-methylpyridin-3-yl)-2-(1-(cyanomethyl)-1H-pyrazol-4-yl)pyrazolo[5,1-b]thiazole-7-carboxamide C12N(CC(CC1)CC2)CCNC(=O)C=2C=C(C(=NC2)C)NC(=O)C=2C=NN1C2SC(=C1)C=1C=NN(C1)CC#N